C(#N)C1=CC=C(C=N1)NC(=O)NC(CC(=O)O)C=1C=NC=CC1 3-{[(6-cyanopyridin-3-yl)carbamoyl]amino}-3-(pyridin-3-yl)propanoic acid